[N+](=O)([O-])C1=CC=C(C=C1)[N+]#N 4-nitro-1-benzene-diazonium